(2-(2,6-dioxopiperidin-3-yl)-3-oxoisoindolin-5-yl)methyl (2-fluoro-5-isopropoxyphenyl)carbamate FC1=C(C=C(C=C1)OC(C)C)NC(OCC=1C=C2C(N(CC2=CC1)C1C(NC(CC1)=O)=O)=O)=O